(1R,2R)-2-amino-1-(6-methoxypyridin-3-yl)-3-(pyrrolidin-1-yl)propan-1-ol N[C@@H]([C@H](O)C=1C=NC(=CC1)OC)CN1CCCC1